(S,E)-2-(3-(1-(4-(dimethylamino)but-2-enoyl)-1H-pyrrolo[2,3-b]pyridin-5-yl)phenyl)N-(5-ethylthiazol-2-yl)propanamide CN(C/C=C/C(=O)N1C=CC=2C1=NC=C(C2)C=2C=C(C=CC2)[C@@H](C(=O)NC=2SC(=CN2)CC)C)C